1-(3,5-dimethyl-4-(4,4,5,5-tetramethyl-1,3,2-dioxaborolan-2-yl)-1H-pyrazol-1-yl)-2-methyl-2-propanol CC1=NN(C(=C1B1OC(C(O1)(C)C)(C)C)C)CC(C)(O)C